N-(6-acetyl-benzo[1,3]dioxol-5-yl)-2-chloro-acetamide C(C)(=O)C=1C(=CC2=C(OCO2)C1)NC(CCl)=O